2-(hydroxymethyl)-2-methylpropane-1,3-diyl bis(2-(4-methylcyclohexyl)acetate) CC1CCC(CC1)CC(=O)OCC(COC(CC1CCC(CC1)C)=O)(C)CO